[Cl-].C(CCC)[P+](CCCCCCCCCCCCCC)(CCCC)CCCC TRIBUTYL-TETRADECYL-PHOSPHONIUM CHLORIDE